C(C1=CC=CC=C1)N(P(OC)(=O)C1=CC=CC=C1)CC1=CC=C(C=C1)F methyl N-benzyl-N-(4-fluorobenzyl)-P-phenylphosphonamidate